(5'S,7a'R)-5'-(3,5-difluoro-phenyl)-1-(5-methylthiophene-2-carbonyl)tetra-hydro-3'H-spiro[piperidine-4,2'-pyrrolo[2,1-b]oxazol]-3'-one FC=1C=C(C=C(C1)F)[C@@H]1CC[C@H]2OC3(C(N21)=O)CCN(CC3)C(=O)C=3SC(=CC3)C